C(C)OCC(C)OCC(C)N 1-((1-ethoxyprop-2-yl)oxy)-propan-2-amine